CC1(NCC(C1)COC1=CC=C(C=C1)S(=O)(=O)C)C 2,2-dimethyl-4-((4-(methylsulfonyl)phenoxy)methyl)pyrrolidine